2-methyl-5-(2-(4-nitrophenoxy)ethyl)pyridine CC1=NC=C(C=C1)CCOC1=CC=C(C=C1)[N+](=O)[O-]